N-(2-fluoro-5-((3-methyl-4-thioxo-3,4-dihydroquinazolin-6-yl)oxy)phenyl)-1-(4-fluorophenyl)-5-(methylsulfinyl)-1H-pyrazole-3-carboxamide FC1=C(C=C(C=C1)OC=1C=C2C(N(C=NC2=CC1)C)=S)NC(=O)C1=NN(C(=C1)S(=O)C)C1=CC=C(C=C1)F